3-[(2-chloro-6-fluorophenyl)methyl]-4-(propoxymethyl)-4,5-dihydro-1,2,4-oxadiazol-5-one ClC1=C(C(=CC=C1)F)CC1=NOC(N1COCCC)=O